methyl 5-((2-((S)-2-((S)-2-amino-3-methylbutanamido)propanamido)ethyl)carbamoyl)-2-(2-(4-fluorophenyl)butanamido)-4-methylthiophene-3-carboxylate N[C@H](C(=O)N[C@H](C(=O)NCCNC(=O)C1=C(C(=C(S1)NC(C(CC)C1=CC=C(C=C1)F)=O)C(=O)OC)C)C)C(C)C